OCC[C@@H]1[C@H](CCCC1)NC(OC(C)(C)C)=O tert-butyl N-[(1S,2R)-2-(2-hydroxyethyl)cyclohexyl]carbamate